(2S)-1-(5-chloro-3-pyridyl)-2-methyl-piperazine ClC=1C=C(C=NC1)N1[C@H](CNCC1)C